FC(C=1C=CC(=NC1)C=1C=NC(=CC1)C(=O)O)(C1=CC2=C(N(C(N2C)=O)C)C(=C1)C(C)C)F 5-(difluoro(7-isopropyl-1,3-dimethyl-2-oxo-2,3-dihydro-1H-benzo[d]imidazol-5-yl)methyl)-[2,3'-bipyridine]-6'-carboxylic acid